4-((4-(4'-chloro-5'-oxo-5'H-spiro[cyclohexane-1,7'-indolo[1,2-a]quinazolin]-10'-yl)piperidin-1-yl)methyl)benzaldehyde ClC=1C=2C(N=C3N(C2C=CC1)C1=CC(=CC=C1C31CCCCC1)C1CCN(CC1)CC1=CC=C(C=O)C=C1)=O